C12(C3=CCCC3C(CC1)C2)C=CC(=O)OCCO ethylene glycol tricyclo[5.2.1.02,6]deceneacrylate